COC(=O)C1=CC2=C(N=C(N=C2)SC)N1 2-(methylthio)-7H-pyrrolo[2,3-d]pyrimidine-6-carboxylic acid methyl ester